ClC=1C=C(C=C(C1)Cl)S(=O)(=O)NC1=CC=C(C=C1)S(NC1=CC=C(C=C1)Cl)(=O)=O 3,5-dichloro-N-(4-(N-(4-chlorophenyl)sulfamoyl)phenyl)benzenesulfonamide